OC1=C(C=CC(=C1)OCCOCCOC)C=1OC[C@H](N1)[C@H]1CC[C@@H](N1C)C(=O)O (2R,5R)-5-((R)-2-(2-hydroxy-4-(2-(2-methoxyethoxy)ethoxy)phenyl)-4,5-dihydrooxazol-4-yl)-1-methylpyrrolidine-2-carboxylic acid